1,1':3',1''-terphenyl-4'-amine C1(=CC=CC=C1)C1=CC(=C(C=C1)N)C1=CC=CC=C1